2-(6-(6-fluoropyridin-2-yl)isoquinolin-3-yl)acetic acid FC1=CC=CC(=N1)C=1C=C2C=C(N=CC2=CC1)CC(=O)O